N-{5-[6-(5-chloro-2-fluorophenyl)-2H,3H,4H-pyrido[3,2-b][1,4]oxazin-8-yl]pyridin-3-yl}-3-[methyl(oxetan-3-yl)amino]propenamide ClC=1C=CC(=C(C1)C=1C=C(C=2OCCNC2N1)C=1C=C(C=NC1)NC(C=CN(C1COC1)C)=O)F